N1=C(C=CC=C1)CC(=O)NC=1SC(=NN1)N1CC(CC1)C=1N=NC(=CC1)NC(CC1=CC(=CC=C1)OC(F)(F)F)=O 2-(pyridin-2-yl)-N-(5-(3-(6-(2-(3-(trifluoromethoxy)phenyl)acetamido)pyridazin-3-yl)pyrrolidin-1-yl)-1,3,4-thiadiazol-2-yl)acetamide